1,4-Bis(isocyanatomethyl)cyclohexane N(=C=O)CC1CCC(CC1)CN=C=O